pentachlorophenyl(3-ethyl-3-oxetanyl-methyl)ether ClC1=C(C(=C(C(=C1C(C1(COC1)CC)OC(C1=C(C(=C(C(=C1Cl)Cl)Cl)Cl)Cl)C1(COC1)CC)Cl)Cl)Cl)Cl